4-chloro-3-((4-methylphenyl)sulfonamido)benzoic acid ClC1=C(C=C(C(=O)O)C=C1)NS(=O)(=O)C1=CC=C(C=C1)C